N1=CC(=CC=C1)C(N1CCN(CC1)C(=O)C=1C=C2C(N(C(C2=CC1)=O)C1C(NC(CC1)=O)=O)=O)C=1C=NC=CC1 5-(4-(bis(pyridin-3-yl)methyl)piperazine-1-carbonyl)-2-(2,6-dioxopiperidin-3-yl)isoindoline-1,3-dione